C1(CC1)N([C@H]1CN(CC1)C(=O)OCCCC)CCCC=C butyl (R)-3-(cyclopropyl(pent-4-en-1-yl)amino)pyrrolidine-1-carboxylate